C1CN(SC=C1)N AMINODIHYDROTHIAZINE